C(#N)C=1N=C(OC1)C(C)NC(OC(C)(C)C)=O tert-butyl (1-(4-cyanooxazol-2-yl)ethyl)carbamate